Benzofuran-4-carbonitrile hydrochloride Cl.O1C=CC=2C1=CC=CC2C#N